Formic acid, Butyl ester C(=O)OCCCC